C(#C)C=1SC=C(N1)OC1=C(N=NN1)C(=O)O 5-((2-ethynylthiazol-4-yl)oxy)-1H-1,2,3-triazole-4-carboxylic acid